[N+](=O)([O-])C1=CC=C(C(=O)NC2=CN(C(C=C2)=O)C2=CC=CC=C2)C=C1 4-nitro-N-(6-oxo-1-phenyl-1,6-dihydropyridin-3-yl)benzamide